dimethylaminocarbamoylcholesterol CN(C)NC(=O)CC(C)CCC[C@@H](C)[C@H]1CC[C@H]2[C@@H]3CC=C4C[C@@H](O)CC[C@]4(C)[C@H]3CC[C@]12C